ClC=1C=C(C=CC1OC(F)(F)F)[C@@H](NC(=O)[C@@H]1CNC(O1)=O)C=1N=C(OC1)C(F)(F)F |o1:12| (S)-N-((R or S)-(3-chloro-4-(trifluoro-methoxy)phenyl)(2-(trifluoromethyl)oxazol-4-yl)methyl)-2-oxooxazolidine-5-carboxamide